N-(7-bromobenzo[d][1,3]dioxol-5-yl)acetamide BrC1=CC(=CC2=C1OCO2)NC(C)=O